O=C1NC(CCC1C1=NN(C2=CC(=CC=C12)C1CN(C1)CC(=O)OC(C)(C)C)C)=O tert-butyl 2-[3-[3-(2,6-dioxo-3-piperidyl)-1-methyl-indazol-6-yl]azetidin-1-yl]acetate